benzenesulfonylmethane C1(=CC=CC=C1)S(=O)(=O)C